1-(((2-bromopyridin-3-yl)oxy)methyl)cyclobutan-1-amine BrC1=NC=CC=C1OCC1(CCC1)N